S(=O)(=O)(O)O.S1C(=CC=C1)C(=O)OCCC[Na] 3-((thiophene-2-carbonyl)oxy)-1-propyl-sodium sulfate